C(C)[C@H]1N(CCN(C1)C=1C=CC=2N=CN=C(C2N1)NC1=C(C(=C(C=C1)OC1=CC2=C(N(N=N2)C)C=C1)C)F)C(C=C)=O (R)-1-(2-ethyl-4-(4-((2-fluoro-3-methyl-4-((1-methyl-1H-benzo[d][1,2,3]triazol-5-yl)oxy)phenyl)amino)pyrido[3,2-d]pyrimidin-6-yl)piperazin-1-yl)prop-2-en-1-one